NC1=NC(=NN2C1=NC=C2C(O)C=2C(=NC(=CC2)C2CCNCC2)F)OC(CCO)CCC 3-((4-amino-7-((2-fluoro-6-(piperidin-4-yl)pyridin-3-yl)(hydroxy)methyl)imidazo[2,1-f][1,2,4]triazin-2-yl)oxy)hexan-1-ol